Cl[C@@H](C)C1=NC2=C(N1C[C@H]1OCC1)C=CC=C2 2-((S)-1-Chloroethyl)-1-(((S)-oxetan-2-yl)methyl)-1H-benzo[d]imidazole